7-((5-methyl-6-(piperazin-1-yl)pyridin-3-yl)methyl)-2-pentylimidazo[2,1-f][1,2,4]triazin-4-amine CC=1C=C(C=NC1N1CCNCC1)CC1=CN=C2C(=NC(=NN21)CCCCC)N